6-Amino-3-((1R,3S)-4'-chloro-3-(5-methyl-1H-pyrazol-1-yl)-1',2'-dihydrospiro[cyclopentane-1,3'-pyrrolo[2,3-b]pyridin]-5'-yl)-2-fluoro-N,N-dimethylbenzamid NC1=CC=C(C(=C1C(=O)N(C)C)F)C=1C(=C2C(=NC1)NC[C@]21C[C@H](CC1)N1N=CC=C1C)Cl